O=C1NC(CCC1N1C(C2=CC=C(C=C2C1=O)NC1CC(C1)OC1=CC=C(C=C1)C(C)(C)C1=CC=C(C=C1)OC1=CC=C(C=C1)C1=NOC(=N1)C)=O)=O 2-(2,6-dioxopiperidin-3-yl)-5-((1r,3r)-3-(4-(2-(4-(4-(5-methyl-1,2,4-oxadiazol-3-yl)phenoxy)phenyl)propan-2-yl)phenoxy)cyclobutyl)aminoisoindoline-1,3-dione